N'-[trans-4-[2-[4-(2,3-dichlorophenyl)-1-piperazinyl]ethyl]cyclohexyl]-N,N-dimethylurea dihydrochloride Cl.Cl.ClC1=C(C=CC=C1Cl)N1CCN(CC1)CC[C@@H]1CC[C@H](CC1)NC(N(C)C)=O